S(=O)(=O)(O)O.OCCC1(CC=C(S(=O)(=O)N)C=C1)N p-β-hydroxyethylsulfanilamide sulfate